C1CN=C(N1)NC2=C(C=CC=C2Br)F N-(2-bromo-6-fluorophenyl)-4,5-dihydro-1H-imidazol-2-amine